C(N)(=O)C=1C=C(C=CC1)CN1C2=C(C=CC=C2C=2CCC(CC12)CCC)C(=O)O 9-[(3-carbamoylphenyl)methyl]-2-propyl-2,3,4,9-tetrahydro-1H-carbazole-8-carboxylic acid